C1(=CC=C(C=C1)CN1C=CC=2C1=CC=C1C(=NC(=NC21)N)N)C2=CC=CC=C2 7-([1,1'-biphenyl]-4-ylmethyl)-7H-pyrrolo[2,3-h]quinazoline-2,4-diamine